2-methoxy-4,6-dimethyl-isophthalaldehyde COC1=C(C=O)C(=CC(=C1C=O)C)C